N1(N=NC2=C1C=CC=C2)OC2N(CCC2)P(N2CCCC2)N2CCCC2 benzotriazol-1-yloxy-tripyrrolidinylphosphine